N-(5-(4-((3-ethyl-2-oxo-4-thioxo-1,2,3,4-tetrahydroquinazolin-7-yl)methyl)piperazin-1-yl)-6-fluoropyridin-2-yl)acetamide C(C)N1C(NC2=CC(=CC=C2C1=S)CN1CCN(CC1)C=1C=CC(=NC1F)NC(C)=O)=O